bis(tetrahydrofuran) strontium [Sr].O1CCCC1.O1CCCC1